2-(1,3-benzoxazol-2-ylamino)-1-methylquinazoline-4(1H)-one O1C(=NC2=C1C=CC=C2)NC=2N(C1=CC=CC=C1C(N2)=O)C